C(C)(=O)OC(C=CC1=CCCC(C1)C(C)C)OC(C)=O 3-(5-isopropylcyclohex-1-en-1-yl)prop-2-ene-1,1-diyl diacetate